(1s,4s)-4-(2-amino-6-chlorobenzylamino)-N-(3-methoxy-4-methylphenyl)cyclohexanecarboxamide NC1=C(CNC2CCC(CC2)C(=O)NC2=CC(=C(C=C2)C)OC)C(=CC=C1)Cl